1,1-bis(2-hydroxyphenyl)tetradecane exo-tert-butyl-((3-(7-(4,4,5,5-tetramethyl-1,3,2-dioxaborolan-2-yl)chroman-3-yl)-3-azabicyclo[3.1.0]hexan-6-yl)methyl)carbamate C(C)(C)(C)N(C(O)=O)CC1C2CN(CC12)C1COC2=CC(=CC=C2C1)B1OC(C(O1)(C)C)(C)C.OC1=C(C=CC=C1)C(CCCCCCCCCCCCC)C1=C(C=CC=C1)O